2-(4-(Cyclopropylethynyl)-2-(ethoxymethoxy)phenyl)-4,4,5,5-tetramethyl-1,3,2-dioxaborolane C1(CC1)C#CC1=CC(=C(C=C1)B1OC(C(O1)(C)C)(C)C)OCOCC